(R)-1-(3,3-difluoro-4-((6-fluoro-5-(1-(2-fluoroethyl)-1H-benzo[d][1,2,3]triazol-6-yl)-4-(methoxy-d3)pyrrolo[2,1-f][1,2,4]triazin-2-yl)amino)piperidin-1-yl)ethan-1-one FC1(CN(CC[C@H]1NC1=NN2C(C(=N1)OC([2H])([2H])[2H])=C(C(=C2)F)C=2C=CC1=C(N(N=N1)CCF)C2)C(C)=O)F